tert-Butyl 4-{[5-(2-chloro-5-cyanophenyl)-1-trityl-1H-indazol-3-yl]carbamoyl}-2-azabicyclo[2.2.2]octane-2-carboxylate ClC1=C(C=C(C=C1)C#N)C=1C=C2C(=NN(C2=CC1)C(C1=CC=CC=C1)(C1=CC=CC=C1)C1=CC=CC=C1)NC(=O)C12CN(C(CC1)CC2)C(=O)OC(C)(C)C